2-amino-3-(4-(azidomethyl)phenyl)propionic acid NC(C(=O)O)CC1=CC=C(C=C1)CN=[N+]=[N-]